tert-Butyl 4-(3-fluoro-2-oxoazepan-3-yl)benzoate FC1(C(NCCCC1)=O)C1=CC=C(C(=O)OC(C)(C)C)C=C1